COC1=CC=C(C=C1)C1=NN2C(=NC=3C(=CC=CC3C2=N1)C(=C)C(F)(F)F)N[C@H]1C(NCCN(C1)C(=O)OCC1=CC=CC=C1)=O benzyl (6R)-6-{[2-(4-methoxyphenyl)-7-(3,3,3-trifluoroprop-1-en-2-yl)[1,2,4]triazolo[1,5-c]quinazolin-5-yl]amino}-5-oxo-1,4-diazepane-1-carboxylate